ClC1=NC(=NC(=C1)N1CCC(CC1)N(C)C)NC1CCCCC1 (1R,4R)-4-((4-chloro-6-(4-(dimethylamino)piperidin-1-yl)pyrimidin-2-yl)amino)cyclohexane